(3R)-11-(5-chloro-2,4-difluorophenyl)-3-(2-methoxyethoxy)-8-(piperazin-1-yl)-10-(trifluoromethyl)-3,4-dihydro-2H,6H-[1,4]thiazepino[2,3,4-ij]quinazolin-6-one ClC=1C(=CC(=C(C1)C1=C(C=C2C(=NC(N3C2=C1SC[C@@H](C3)OCCOC)=O)N3CCNCC3)C(F)(F)F)F)F